C1=CC=C(C=C1)C(=O)NC#N N-Cyanobenzamide